(2S)-3,3-dicyclohexyl-2-[[2-(3-methylsulfinylpropyl)pyrazole-3-carbonyl]amino]propanoic acid methyl ester COC([C@H](C(C1CCCCC1)C1CCCCC1)NC(=O)C=1N(N=CC1)CCCS(=O)C)=O